1-((S)-4-(2-(2-Fluoro-6-hydroxyphenyl)-6-(((S)-1-methylpyrrolidin-2-yl)methoxy)-2H-pyrazolo[3,4-d]pyrimidin-4-yl)-3-methylpiperazin-1-yl)prop-2-en-1-one FC1=C(C(=CC=C1)O)N1N=C2N=C(N=C(C2=C1)N1[C@H](CN(CC1)C(C=C)=O)C)OC[C@H]1N(CCC1)C